C(CN(C([O-])=O)C)N(C(OC1=CC(=C(C=C1)O)O)=O)C (3,4-dihydroxyphenyl) ethane-1,2-diylbis(methylcarbamate)